(E)-3-(4-(((1-(6-Cyano-3'-fluoro-5'-(3-hydroxy-4-methoxyphenyl)-[3,4'-bipyridin]-2'-yl)piperidin-4-yl)amino)methyl)phenyl)-N-hydroxyacrylamide formate C(=O)O.C(#N)C1=CC=C(C=N1)C1=C(C(=NC=C1C1=CC(=C(C=C1)OC)O)N1CCC(CC1)NCC1=CC=C(C=C1)/C=C/C(=O)NO)F